C(C1=CC=CC=C1)OC(=O)N1CCC(CC1)CCOCC1CCC(CC1)N1N=C2C=C(C(=CC2=C1)N)OC 4-(2-(((1r,4r)-4-(5-amino-6-methoxy-2H-indazol-2-yl)cyclohexyl)methoxy)ethyl)piperidine-1-carboxylic acid benzyl ester